C1(CC1)CN1C(=CC=2C1=NC(=CC2)N2S(CCC[C@@H]2C)(=O)=O)C2=NC1=C(N2C)C(=CC(=C1)C(=O)OC)OC methyl (S)-2-(1-(cyclopropylmethyl)-6-(3-methyl-1,1-dioxido-1,2-thiazinan-2-yl)-1H-pyrrolo[2,3-b]pyridin-2-yl)-7-methoxy-1-methyl-1H-benzo[d]imidazole-5-carboxylate